Z-1,2-dichloro-3,3-difluoropropene Cl\C=C(\C(F)F)/Cl